pyridone sodium [Na].N1C(C=CC=C1)=O